2,2-dimethylpropyl 2-[1-[(2,3-difluorophenyl)methyl]-5-oxopyrrolidin-2-yl]acetate FC1=C(C=CC=C1F)CN1C(CCC1=O)CC(=O)OCC(C)(C)C